N[C@H]1CN(CCC1)C(=O)C1=NN(C(=C1)C1=CC(=C(C#N)C=C1)F)C1=C(C=C(C=C1)N1CC(CCC1)C)F 4-(3-((R)-3-aminopiperidine-1-carbonyl)-1-(2-fluoro-4-(3-methylpiperidine-1-yl)phenyl)-1H-pyrazole-5-yl)-2-fluorobenzonitrile